N-[2-(4-butanoyloxybenzoyloxy)ethyl]methacrylamide C(CCC)(=O)OC1=CC=C(C(=O)OCCNC(C(=C)C)=O)C=C1